FC=1C(=NC=CC1)CCN1CCC2(OC3(CC3)CN(C2)C)CC1 8-(2-(3-Fluoropyridin-2-yl)ethyl)-12-methyl-4-oxa-8,12-diazadispiro[2.1.5.3]tridecan